C1(=C(C=CC=C1)C1=C2C=CC=CC2=C(C2=CC=CC=C12)C=1C=CC=2OC=3C=CC=C4OC=5C=CC=CC5B(C34)C2C1)C1=CC=CC=C1 2-(10-(2-biphenylyl)anthracen-9-yl)-5,9-dioxa-13b-boranaphtho[3,2,1-de]anthracene